N-[4-(trifluoromethyl)-2-pyridyl]benzamide FC(C1=CC(=NC=C1)NC(C1=CC=CC=C1)=O)(F)F